C1(CC1)[C@H](NC1=NC(=NC(=N1)C=1C=CC=2N(C1)C(=NC2)C)N)C=2N=C(NC2)C(F)(F)F |o1:3| N4-[(S or R)-cyclopropyl-[2-(trifluoromethyl)-1H-imidazol-4-yl]methyl]-6-(3-methylimidazo[1,5-a]pyridin-6-yl)-1,3,5-triazine-2,4-diamine